3,3'-dihydroxydiphenyldisulfide C1=CC(=CC(=C1)SSC2=CC=CC(=C2)O)O